11α-hydroxypregn-4-ene-3,20-dione O[C@H]1[C@@H]2[C@]3(CCC(C=C3CC[C@H]2[C@@H]2CC[C@H](C(C)=O)[C@]2(C1)C)=O)C